O1CCN(CC1)CCC[SiH](C1=CC=C(C=C1)C(=C)C1=CC=CC=C1)COCC 1-[4-[(3-morpholinopropyl)ethoxymethylsilyl]phenyl]-1-phenylethylene